OC=1C=CC=C2C=C(C(=NC12)C)C1C(NC(CC1)=O)=O 3-(8-hydroxy-2-methylquinolin-3-yl)piperidine-2,6-dione